C(#N)N1[C@H]2[C@@H](C[C@@H]1CC2)NC(=O)[C@@H]2CN(CC2)C2=CC(=CC=C2)C2CC2 (3S)-N-((1R,2R,4S)-7-cyano-7-azabicyclo[2.2.1]heptan-2-yl)-1-(3-cyclopropylphenyl)-3-pyrrolidinecarboxamide